6-((3S,4S)-4-amino-3-methyl-2-oxa-8-azaspiro[4.5]decan-8-yl)-3-(1-(thien-2-yl)cyclopropyl)-1,5-dihydro-4H-pyrazolo[3,4-d]pyrimidin-4-one N[C@@H]1[C@@H](OCC12CCN(CC2)C=2NC(C1=C(N2)NN=C1C1(CC1)C=1SC=CC1)=O)C